3-(3-(4-(Chloromethyl)phenyl)-5-(5-(difluoromethyl)pyridin-2-yl)-3H-imidazo[4,5-b]pyridin-2-yl)pyridin-2-amine ClCC1=CC=C(C=C1)N1C(=NC=2C1=NC(=CC2)C2=NC=C(C=C2)C(F)F)C=2C(=NC=CC2)N